C(C)(C)(C)OC(=O)N1C[C@@H](CCC1)N1N=C(C=2C1=NC=NC2N)C2=CC=C(C=C2)OC2=CC=CC=C2 (R)-N-t-butoxycarbonyl-3-[4-amino-3-(4-phenoxyphenyl)-1H-pyrazolo[3,4-d]pyrimidin-1-yl]piperidine